O1C(OCC1)C=1C=CC(=C(C1)N1C(C(C2=NC=CC=C21)(C)C)=O)F 1-(5-(1,3-Dioxolan-2-yl)-2-fluorophenyl)-3,3-dimethyl-1,3-dihydro-2H-pyrrolo[3,2-b]pyridin-2-one